N-ethyl-3-(trimethoxysilyl)propylamine C(C)NCCC[Si](OC)(OC)OC